FC(C(=O)O)(F)F.N=1N2C(=CC1)C1(CC2)CNC1 5',6'-dihydrospiro[azetidine-3,4'-pyrrolo[1,2-b]pyrazole] trifluoroacetate